(6-nitropyridin-3-yl)-2,6-diazaspiro[3.3]heptane [N+](=O)([O-])C1=CC=C(C=N1)C1NCC12CNC2